OC1=CC=C(C=C1)C=1C(=C(N(C1C1=C(C=CC(=C1)[N+](=O)[O-])C(=O)N1CC2=CC=CC=C2C[C@H]1CN1CCOCC1)C)C)C(=O)NCC1=C(C(=CC=C1)OC)C (4-hydroxyphenyl)-N-(3-methoxy-2-methylbenzyl)-1,2-dimethyl-5-(2-{[(3S)-3-(morpholin-4-ylmethyl)-3,4-dihydroisoquinolin-2(1H)-yl]carbonyl}-5-nitrophenyl)-1H-pyrrole-3-carboxamide